N-(3-carbamoylphenyl)-3-fluoro-5-(trifluoromethyl)benzamide C(N)(=O)C=1C=C(C=CC1)NC(C1=CC(=CC(=C1)C(F)(F)F)F)=O